3-(tert-butyl)cyclobutan-1-one C(C)(C)(C)C1CC(C1)=O